6-(((5-(4-(2-fluoro-6-methoxyphenyl)-6-methylpyridine-3-amido)-1,3,4-thiadiazol-2-yl)oxy)methyl)pyridine-3-carboxylate FC1=C(C(=CC=C1)OC)C1=C(C=NC(=C1)C)C(=O)NC1=NN=C(S1)OCC1=CC=C(C=N1)C(=O)[O-]